2-propylimidazolebutanesulfonic acid C(CC)C1(N=CC=N1)CCCCS(=O)(=O)O